N-((2-(cyclopropanesulfonylamino)thiazol-4-yl)methyl)-4-(6-ethoxypyrazin-2-yl)-2-fluorobenzamide C1(CC1)S(=O)(=O)NC=1SC=C(N1)CNC(C1=C(C=C(C=C1)C1=NC(=CN=C1)OCC)F)=O